BrC\C(=C/C(C(=O)OCC)=O)\OC ethyl (E)-5-bromo-4-methoxy-2-oxopent-3-enoate